CC1=CC(=NN1)NC=1C2=C(N=C(N1)NC1CC3CCC(C1)N3C(CN3CCOCC3)=O)SC=C2 1-((3-exo)-3-((4-((5-methyl-1H-pyrazol-3-yl)amino)thieno[2,3-d]pyrimidin-2-yl)amino)-8-azabicyclo[3.2.1]octan-8-yl)-2-morpholinoethane-1-one